BrC1=CC(=C2C=NC=NC2=C1)OC 7-bromo-5-methoxyquinazolin